CN(C1CN(CC1)C1=CC=C2C(=N1)SC(=C2)C(=O)NC=2C=CC=1N(C2)C=C(N1)C)C 6-[3-(dimethylamino)pyrrolidin-1-yl]-N-(2-methylimidazo[1,2-a]pyridin-6-yl)thieno[2,3-b]pyridine-2-carboxamide